COC1=CC=C(C=C1)C(OCCCCCC(=O)O)(C1=CC=CC=C1)C1=CC=C(C=C1)OC 6-(bis(4-methoxyphenyl)(phenyl)methoxy)hexanoic acid